CC=1C=C(CN2N(C=C(C2)C2=CC=CC=C2)C(=O)[O-])C=CC1 N2-m-methylbenzyl-4-phenylpyrazole-1-formate